C(#N)[C@@](N(C1=CC(=C(C=C1)C(F)(F)F)Cl)CC1=CC(=CC=C1)OC1=CC=CC=C1)(C(C)C)C(=O)O.CC=1C=C(C=C(C1)C1=CC(=NC=C1)N1CCC(CC1)C)NC(\C=C\C=1C=C(C=CC1)C)=O (E)-N-(3-methyl-5-(2-(4-methylpiperidin-1-yl)pyridin-4-yl)phenyl)-3-(m-tolyl)acrylamide Cyano-3-phenoxybenzyl-N-(2-chloro-α,α,α-trifluoro-p-tolyl)-D-valinate